C(C1=CC=CC=C1)N1C[C@H]([C@H](C1)C(=O)OC)C(=O)OC cis-dimethyl 1-benzylpyrrolidine-3,4-dicarboxylate